tetrasulfosuccinic acid S(=O)(=O)(O)C(C(C(=O)O)(S(=O)(=O)O)S(=O)(=O)O)(C(=O)O)S(=O)(=O)O